BrC=1C(NN=C(C1)N1N=CC(=C1)C(F)(F)F)=O 4-bromo-6-(4-(trifluoromethyl)-1H-pyrazol-1-yl)pyridazin-3(2H)-one